methyl 2-((4-(3-(4-(difluoromethyl)-2-fluorophenyl)-2,3-dihydrobenzo[b][1,4]dioxin-5-yl) piperidin-1-yl) methyl)-1-(((S)-oxetan-2-yl) methyl)-1H-benzo[d]imidazole-6-carboxylate FC(C1=CC(=C(C=C1)C1OC2=C(OC1)C=CC=C2C2CCN(CC2)CC2=NC1=C(N2C[C@H]2OCC2)C=C(C=C1)C(=O)OC)F)F